C(C)(=O)N1[C@@H](CC2=CC=CC=C12)C(=O)[O-] (S)-1-acetylindoline-2-carboxylate